3-benzyl-1-(trans-4-((5-cyano-4-(4-hydroxyazepan-1-yl)pyrimidin-2-yl)amino)cyclohexyl)-1-(5-(1-methyl-1H-pyrazol-4-yl)-pyridin-2-yl)urea C(C1=CC=CC=C1)NC(N(C1=NC=C(C=C1)C=1C=NN(C1)C)[C@@H]1CC[C@H](CC1)NC1=NC=C(C(=N1)N1CCC(CCC1)O)C#N)=O